(S)-6-(1-amino-1,3-dihydrospiro[indene-2,4'-piperidin]-1'-yl)-3-(1-(3-(2-methoxyethoxy)phenyl)cycloprop-yl)-1,5-dihydro-4H-pyrazolo[3,4-d]pyrimidin-4-one N[C@@H]1C2=CC=CC=C2CC12CCN(CC2)C=2NC(C1=C(N2)NN=C1C1(CC1)C1=CC(=CC=C1)OCCOC)=O